3,4-dichloro-1-methyl-5-(4,4,5,5-tetramethyl-1,3,2-dioxaborolan-2-yl)-1H-indazole-3-d tert-Butyl-2-phenyl-6,7,8,9-tetrahydro-5H-5,8-epiminocyclohepta[d]pyrimidine-10-carboxylate C(C)(C)(C)OC(=O)N1C2CCC1CC=1N=C(N=CC12)C1=CC=CC=C1.ClC1(NN(C2=CC=C(C(=C12)Cl)B1OC(C(O1)(C)C)(C)C)C)[2H]